N1=C(C=CC=C1)C1=NC(=CC=C1)C1=NC=CC=C1 2,6-bis(2-pyridinyl)pyridine